N-[4-(difluoromethoxy)-2,5-difluorophenyl]-5-(2,4-difluorophenyl)-1H-pyrrole-3-sulfonamide FC(OC1=CC(=C(C=C1F)NS(=O)(=O)C1=CNC(=C1)C1=C(C=C(C=C1)F)F)F)F